rac-methyl (4aR,5S,6R,7R,7aS)-4a-(4-cyanophenyl)-7,7a-dihydroxy-2-methyl-5-phenyl-2,4a,5,6,7,7a-hexahydrocyclopenta[4,5]furo[3,2-c]pyrazole-6-carboxylate C(#N)C1=CC=C(C=C1)[C@]12[C@](C3=NN(C=C3O1)C)([C@@H]([C@@H]([C@H]2C2=CC=CC=C2)C(=O)OC)O)O |r|